10-methyl-5-(4-(trifluoromethyl)phenyl)naphtho[1',2':4,5]imidazo[1,2-a]pyridine CC1=CC=2N(C=C1)C1=C(N2)C=2C=CC=CC2C(=C1)C1=CC=C(C=C1)C(F)(F)F